FC(OC1=C2C=C(NC2=CC=C1)C(=O)N1[C@@H](CCC1)C(=O)O)F (4-(difluoromethoxy)-1H-indole-2-carbonyl)-L-proline